2-methyl-3-[1,3,3,3-tetramethyl-1-[(trimethylsilyl)oxy]-disiloxanyl]-propyl-phenol CC(CC1=C(C=CC=C1)O)C[Si](O[Si](C)(C)C)(O[Si](C)(C)C)C